C(C)(C)(C)OC(=O)N1[C@@H](CC(C1)C1=CC=C(C=C1)C(F)(F)F)C(=O)O (2S)-1-(tert-Butoxyformyl)-4-(4-(trifluoromethyl)phenyl)pyrrolidine-2-carboxylic acid